5,10,15,20-tetrakis(1-methyl-4-pyridyl)-porphyrin CN1CC=C(C=C1)C=1C2=CC=C(N2)C(=C2C=CC(C(=C3C=CC(=C(C=4C=CC1N4)C4=CCN(C=C4)C)N3)C3=CCN(C=C3)C)=N2)C2=CCN(C=C2)C